O=C1C2=CC=CC=C2C(C=2C=CC(=CC12)C(=O)O)=O 9,10-dioxo-9,10-dihydroanthracene-2-carboxylic acid